CS(=O)(=O)N1CC(CC1)C(=O)NC 1-methanesulfonyl-N-methylpyrrolidine-3-carboxamide